N/C(/NC)=N/C1=NC=C(C(=O)N(CC2=NC=C(C=C2)C(F)(F)F)C(C2=C(C=CC=C2)F)C2CC2)C=C1 (Z)-6-((amino(methylamino)methylene)amino)-N-(cyclopropyl(2-fluorophenyl)methyl)-N-((5-(trifluoromethyl)pyridin-2-yl)methyl)nicotinamide